CC[NH2+]CC The molecule is a secondary aliphatic ammonium ion resulting from the protonation of the amino group of diethylamine. It is a conjugate acid of a diethylamine.